3-(9-azidononyl)-5-chloro-N-(4-(piperidin-1-yl)phenethyl)-1H-indole-2-carboxamide N(=[N+]=[N-])CCCCCCCCCC1=C(NC2=CC=C(C=C12)Cl)C(=O)NCCC1=CC=C(C=C1)N1CCCCC1